NC1=NC=2C=C(C(=CC2C2=C1C=NN2C)C(=O)N(C)C2COC1=C2C=CC(=C1)C#CC=1C=NN(C1C)C)F 4-amino-N-(6-((1,5-dimethyl-1H-pyrazol-4-yl)ethynyl)-2,3-dihydrobenzofuran-3-yl)-7-fluoro-N,1-dimethyl-1H-pyrazolo[4,3-c]quinoline-8-carboxamide